(5S)-1'-[7-(3-chloro-2-isopropyl-4-pyridyl)-6-methyl-pyrazolo[1,5-a]pyrazin-4-yl]spiro[5,7-dihydrocyclopenta[b]pyridine-6,4'-piperidine]-5-amine hydrochloride Cl.ClC=1C(=NC=CC1C1=C(N=C(C=2N1N=CC2)N2CCC1(CC2)[C@@H](C=2C(=NC=CC2)C1)N)C)C(C)C